C(C)(=O)NC1=CC=NS1 5-acetamidoisothiazol